ClC1=NC=C(C(=N1)NC1=C(C=CC=C1)SC)Cl 2,5-dichloro-N-(2-(methylthio)phenyl)pyrimidin-4-amine